C(C)C1=CC=CC(=N1)NC(=O)C=1C(=CC=2N(C1)C=C(N2)C2CC1(C2)COCC1)OC N-(6-ethylpyridin-2-yl)-7-methoxy-2-(6-oxaspiro[3.4]octan-2-yl)imidazo[1,2-a]pyridine-6-carboxamide